ClC1=NC2=CN=C(C(=C2C=C1)O)C(=O)NCC1=C(C=C(C=C1)C#N)Cl 2-chloro-N-(2-chloro-4-cyanobenzyl)-5-hydroxy-1,7-naphthyridine-6-carboxamide